O1C(=NC=C1)C=1C(NC2=CC=CC=C2C1)=O oxazolyl-quinolinone